COC1=CC=C2CCC(C2=C1)N1CCN(CC1)C1=C(C(N(C=2C=CC(=NC12)C#N)C)=O)[N+](=O)[O-] 8-(4-(6-methoxy-2,3-dihydro-1H-inden-1-yl)piperazin-1-yl)-5-methyl-7-nitro-6-oxo-5,6-dihydro-1,5-naphthyridine-2-carbonitrile